CN(CCCCCN(CCCC(=O)OC)CCCC(=O)OC)C methyl 4-[5-(dimethylamino)pentyl-(4-methoxy-4-oxo-butyl)amino]butanoate